C[C@@H]1N(CC1)C=1C=2N(C=C(N1)C=1N=NN(C1)CC(=O)N1CCN(CC1)C(=O)OC(C)(C)C)C(=CN2)C(F)(F)F tert-butyl (S)-4-(2-(4-(8-(2-methylazetidin-1-yl)-3-(trifluoromethyl)imidazo[1,2-a]pyrazin-6-yl)-1H-1,2,3-triazol-1-yl)acetyl)piperazine-1-carboxylate